6-cyclopropyl-2-(1-oxazol-5-ylethylamino)pyridine-3-carbonitrile C1(CC1)C1=CC=C(C(=N1)NC(C)C1=CN=CO1)C#N